5,6,7-trimethyloct-2,5-dien-4-one CC(C(C=CC)=O)=C(C(C)C)C